FC1=C(C(=CC=C1)F)NC(C1=C(C=CC(=C1)C=1N=C2N(C=CC=C2)C1C1=NC(=NC=C1)NC1=C(C=C(C(=C1)CC)N1CCC(CC1)N1CCN(CC1)S(=O)(=O)C)OC)OC)=O N-(2,6-difluorophenyl)-5-[3-[2-[5-ethyl-2-methoxy-4-[4-(4-methylsulfonylpiperazin-1-yl)-1-piperidyl]anilino]pyrimidin-4-yl]imidazo[1,2-a]pyridine-2-yl]-2-methoxy-benzamide